CC1=CC=C(C=C1)S(=O)(=O)OC[C@H]1OC(OC1)(C)C (S)-(2,2-dimethyl-1,3-dioxolan-4-yl)methyl 4-methylbenzenesulfonate